2-methoxy-4-((1-methylpyrrolidin-3-yl)amino)-N-((5-(thiophen-2-yl)-1,3,4-oxadiazole-2-yl)methyl)benzamide COC1=C(C(=O)NCC=2OC(=NN2)C=2SC=CC2)C=CC(=C1)NC1CN(CC1)C